1-(1-(Benzoyloxy)dodecyl)-5-(4-(hexyloxy)-1,2,5-thiadiazol-3-yl)-1-methyl-1,2,3,6-tetrahydropyridin-1-ium iodide [I-].C(C1=CC=CC=C1)(=O)OC(CCCCCCCCCCC)[N+]1(CCC=C(C1)C1=NSN=C1OCCCCCC)C